C(C1=CC=CC=C1)OC(=O)N(C(CC(=O)OCC=C)C(=O)N(C)C)C Allyl 3-(((benzyloxy) carbonyl) (methyl) amino)-4-(dimethylamino)-4-oxobutanoate